Cl.Cl.N[C@H](C(O)C1=C(C2=NC(=CC(=C2S1)NCC=1SC=CC1)Cl)Br)C (2s)-2-amino-1-(3-bromo-5-chloro-7-{[(thiophen-2-yl)methyl]amino}thieno[3,2-b]pyridin-2-yl)propan-1-ol dihydrochloride